C1=CC=CC=2C3=CC=CC=C3C(C12)COC(=O)N(C)C(C(=O)O)CC(N1CCCC1)=O ((9H-fluoren-9-yl)methoxycarbonyl(methyl)amino)-4-oxo-4-(pyrrolidin-1-yl)butanoic acid